FC1(CN(C[C@H]1NC1=NN2C(C(=N1)OC)=C(C=C2[2H])C=2C=CC1=C(N(N=N1)CC(F)(F)F)C2)C(C)=O)F (R)-1-(3,3-difluoro-4-((4-methoxy-5-(1-(2,2,2-trifluoroethyl)-1H-benzo[d][1,2,3]triazol-6-yl)pyrrolo[2,1-f][1,2,4]triazin-2-yl-7-d)amino)pyrrolidin-1-yl)ethan-1-one